dicyclohexyl-(3-dicyclohexylphosphaniumylpropyl)phosphonium C1(CCCCC1)[PH+](CCC[PH+](C1CCCCC1)C1CCCCC1)C1CCCCC1